BrC=1C=C(C=C(C1O)Br)C(=O)C1=C(N=C2N1CCC(C2)O)CC (3,5-dibromo-4-hydroxyphenyl)(2-ethyl-7-hydroxy-5,6,7,8-tetrahydroimidazo[1,2-a]pyridin-3-yl)methanone